C1N(CC12CNC2)C[C@H]2CN(C1=C(O2)C=CC(=C1)C1=CC(=CC(=C1)F)OC(F)F)S(=O)(=O)C1=CC(=CC=C1)C(F)(F)F (S)-2-((2,6-diazaspiro[3.3]heptan-2-yl)methyl)-6-(3-(difluoromethoxy)-5-fluorophenyl)-4-((3-(trifluoromethyl)phenyl)sulfonyl)-3,4-dihydro-2H-benzo[b][1,4]oxazine